(3E,4S)-3-[2-(dimethylamino)ethylidene]-4-methyl-1-[4-({3-methyl-4-[(1-methyl-1,2,3-benzotriazol-5-yl)oxy]phenyl}amino)pyrido[3,4-d]pyrimidin-6-yl]pyrrolidin-2-one CN(C\C=C/1\C(N(C[C@H]1C)C1=CC2=C(N=CN=C2NC2=CC(=C(C=C2)OC2=CC3=C(N(N=N3)C)C=C2)C)C=N1)=O)C